benzyl 8-bromo-5,5-dimethyl-1,3,4,5-tetrahydro-2H-benzo[c]azepine-2-carboxylate BrC=1C=CC2=C(CN(CCC2(C)C)C(=O)OCC2=CC=CC=C2)C1